SC(COC1=CC=C(C=C1)CC1=CC=C(C=C1)OCC(C)S)C bis(4-(2-mercaptopropoxy)phenyl)methane